N-(6-(6-(4-aminophenyl)-1-(2,6-difluorobenzyl)-5-((dimethylamino)methyl)-2,4-dioxo-1,2-dihydrothieno[2,3-d]pyrimidin-3(4H)-yl)pyridin-2-yl)-N-methylmethanesulfonamide NC1=CC=C(C=C1)C1=C(C2=C(N(C(N(C2=O)C2=CC=CC(=N2)N(S(=O)(=O)C)C)=O)CC2=C(C=CC=C2F)F)S1)CN(C)C